NC1CC(N(C(C1)C)C(=O)OC(C)(C)C)C tert-butyl 4-amino-2,6-dimethyl-piperidine-1-carboxylate